4-phenyl-2,7-naphthyridine C1(=CC=CC=C1)C1=CN=CC2=CN=CC=C12